C(C)C=1C=NC(=NC1)N1CCC(CC1)CCCOC1=CC(=C(C(=C1)F)C1=NN=C(O1)NC(C)C)F 5-(4-(3-(1-(5-ethylpyrimidin-2-yl)piperidin-4-yl)propoxy)-2,6-difluorophenyl)-N-isopropyl-1,3,4-oxadiazol-2-amine